3-((4-bromo-1,1-dioxido-3-oxo-2,3-dihydrobenzo[d]isothiazol-5-yl)oxy)-5-fluorobenzonitrile BrC1=C(C=CC2=C1C(NS2(=O)=O)=O)OC=2C=C(C#N)C=C(C2)F